CC=1C=C2C=NC=[N+](C2=CC1)[O-] 6-methylquinazolin-1-oxide